4-(azetidin-1-yl)-2-methoxy-5-nitroaniline N1(CCC1)C1=CC(=C(N)C=C1[N+](=O)[O-])OC